NC=1C2=C(N=CN1)SC(=N2)C=2C=C(C=CC2C)C#C[C@@]2(CCN1C2=NC=C1)O (R)-7-[2-[3-(7-Aminothiazolo[5,4-d]pyrimidin-2-yl)-4-methyl-phenyl]ethynyl]-5,6-dihydropyrrolo[1,2-a]imidazol-7-ol